N-{[(9H-fluoren-9-yl)methoxy]carbonyl}-3-methyl-L-valine C1=CC=CC=2C3=CC=CC=C3C(C12)COC(=O)N[C@@H](C(C)(C)C)C(=O)O